ClC1=CC2=C(C=C(CO2)C(=O)NC23CC(C2)(C3)NC(COC3=CC(=C(C=C3)Cl)F)=O)C=C1 7-chloro-N-{3-[2-(4-chloro-3-fluorophenoxy)acetamido]bicyclo[1.1.1]pent-1-yl}-2H-1-benzopyran-3-carboxamide